OC(CNCC(CO)O)CO bis(2,3-dihydroxypropyl)amine